(2-(undec-1-en-1-yl-oxy)ethyl)benzene C(=CCCCCCCCCC)OCCC1=CC=CC=C1